(9-Phenyl-9H-carbazol-2-yl)carboxylic acid C1(=CC=CC=C1)N1C2=CC=CC=C2C=2C=CC(=CC12)C(=O)O